(2S,5S)-5-{(2S,3S)-2-[2-(2-Fluoro-ethoxy)-acetylamino]-3-methyl-pentanoylamino}-4-oxo-1,2,4,5,6,7-hexahydro-azepino[3,2,1-hi]indole-2-carboxylic acid (isoxazol-4-ylmethyl)-amide O1N=CC(=C1)CNC(=O)[C@H]1N2C3=C(C=CC=C3C1)CC[C@@H](C2=O)NC([C@H]([C@H](CC)C)NC(COCCF)=O)=O